5-(5-bromo-3,4-dihydro-1,8-naphthyridin-1(2H)-yl)-7-fluoro-[1,2,4]triazolo[4,3-a]quinazoline BrC1=C2CCCN(C2=NC=C1)C1=NC=2N(C3=CC=C(C=C13)F)C=NN2